3-(1,1-difluoroethyl)-4-methyl-1-(((cis)-3-(trifluoromethyl)cyclobutyl)methyl)-1H-pyrazole-5-carboxylic acid FC(C)(F)C1=NN(C(=C1C)C(=O)O)C[C@@H]1C[C@@H](C1)C(F)(F)F